2-Methoxy-4-(4-methoxyphenyl)-1H-phenalen-1-one COC=1C(C=2C=CC=C3C=CC(=C(C1)C23)C2=CC=C(C=C2)OC)=O